N-(1-((3-ethyl-4-fluorophenyl)amino)-6-methoxyisoquinolin-7-yl)-4-(piperidin-1-yl)butanamide C(C)C=1C=C(C=CC1F)NC1=NC=CC2=CC(=C(C=C12)NC(CCCN1CCCCC1)=O)OC